10-hexyldecanol C(CCCCC)CCCCCCCCCCO